(2R)-Amino-(1-methyl-1H-indazol-5-yl)acetic acid N[C@@H](C(=O)O)C=1C=C2C=NN(C2=CC1)C